The molecule is an icosanoid anion that is the conjugate base of 12(S)-HETE, obtained by deprotonation of the carboxy group; major species at pH 7.3. It is an icosanoid anion, a long-chain fatty acid anion, a HETE anion and a hydroxy polyunsaturated fatty acid anion. It is a conjugate base of a 12(S)-HETE. CCCCC/C=C\\C[C@@H](/C=C/C=C\\C/C=C\\CCCC(=O)[O-])O